COC1=CC2=C(C3NC(N(C(O2)(C3)C)C3=CC(=CC=C3)C(=O)N3CC2=CC=CC=C2CC3)=O)C=C1 9-Methoxy-2-methyl-3-(3-(1,2,3,4-tetrahydroisoquinoline-2-carbonyl)phenyl)-5,6-dihydro-2H-2,6-methanobenzo[g][1,3,5]oxadiazocin-4(3H)-one